5,5-dimethyl-1-vinylcyclohexane CC1(CCCC(C1)C=C)C